OC1=C(C=C(C=O)C=C1)C=O 4-HYDROXYISOPHTHALALDEHYDE